(6Z)-2,2,6-Trimethyl-11-pentyl-3,4,5,8-tetrahydro-1-benzoxecin-9-ol CC1(OC=2C(C\C=C(/CCC1)\C)=C(C=C(C2)CCCCC)O)C